C1(=CC=CC=C1)C1CCCC=2N1C1=C(N2)C=CC(=C1)C=1C=NC(=NC1)N1CC(NCC1)=O 4-(5-(1-phenyl-1,2,3,4-tetrahydrobenzo[4,5]imidazo[1,2-a]pyridin-8-yl)pyrimidin-2-yl)piperazin-2-one